tert-butyl (2S)-4-(7-(8-chloronaphthalen-1-yl)-2-((2S)-pyrrolidin-2-ylmethoxy)-5H,6H,8H-pyrido[3,4-d]pyrimidin-4-yl)-2-(cyanomethyl)piperazine-1-carboxylate ClC=1C=CC=C2C=CC=C(C12)N1CC=2N=C(N=C(C2CC1)N1C[C@@H](N(CC1)C(=O)OC(C)(C)C)CC#N)OC[C@H]1NCCC1